(Z)-5-(5-methyl-2-(2-methyl-1-oxo-2,3-dihydro-1H-benzo[c]azepin-7-ylamino)pyrimidin-4-ylamino)benzo[d]oxazol-2(3H)-one CC=1C(=NC(=NC1)NC1=CC\2=C(C(N(C\C=C2)C)=O)C=C1)NC=1C=CC2=C(NC(O2)=O)C1